SC(CC(C(C(O)(CC(C)S)CC(C)S)(CO)CO)O)C tris(β-mercaptopropyl)-pentaerythritol